COC1=CC=C(C2=C1NC(=N2)NC(=O)N2CC(CC2)COC)C=2C=NN(C2)C N-[7-methoxy-4-(1-methyl-1H-pyrazol-4-yl)-1H-1,3-benzodiazol-2-yl]-3-(methoxymethyl)pyrrolidine-1-carboxamide